NC=1C(=NN(C1)C)C1=NC=2C(=NC=CC2C2=CC(=C(CNC(=O)C3=NC(=NO3)C(C)(C)C)C=C2)F)N1 N-(4-(2-(4-amino-1-methyl-1H-pyrazol-3-yl)-3H-imidazo[4,5-b]pyridin-7-yl)-2-fluorobenzyl)-3-(tert-butyl)-1,2,4-oxadiazole-5-carboxamide